(2S,3R)-3-((2-aminopyridin-4-yl)methyl)-N2-(1-methyl-1H-pyrazol-4-yl)-N1-((R)-1-phenylpropyl)-N2-methyl-4-oxoazetidine-1,2-dicarboxamide NC1=NC=CC(=C1)C[C@@H]1[C@H](N(C1=O)C(=O)N[C@H](CC)C1=CC=CC=C1)C(=O)N(C)C=1C=NN(C1)C